(1R,2S)-1-(2-chloro-4-fluorophenyl)-1-(1-methyl-1H-pyrazol-4-yl)propan ClC1=C(C=CC(=C1)F)[C@H](CC)C=1C=NN(C1)C